N(=[N+]=[N-])CCOCCOCCOCCOCCOCCOCCC(=O)N[C@H](C(=O)N[C@H](C(=O)NC1=CC=C(C=C1)O)CCCCNC(C1=CC=C(C=C1)C)(C1=CC=CC=C1)C1=CC=CC=C1)C(C)C 1-azido-N-((S)-1-(((S)-6-((diphenyl(p-tolyl)methyl)amino)-1-((4-hydroxyphenyl)amino)-1-oxohexan-2-yl)amino)-3-methyl-1-oxobutan-2-yl)-3,6,9,12,15,18-hexaoxahenicosan-21-amide